5-((1-methyl-1H-pyrazol-4-yl)ethynyl)nicotinic acid CN1N=CC(=C1)C#CC=1C=NC=C(C(=O)O)C1